NC1=C(C=CC(=C1)S(=O)(=O)C)N1CC(C1)(O)C (2-amino-4-(methylsulfonyl)phenyl)-3-methylazetidin-3-ol